2-adamantanamine hydrochloride Cl.C12C(C3CC(CC(C1)C3)C2)N